FC(C(=O)O)(F)F.CNC1CC(C1)OC=1C=2N(C=C(N1)C=1C=NN(C1)C1COCC1)N=CC2 N-methyl-3-((6-(1-(tetrahydrofuran-3-yl)-1H-pyrazol-4-yl)pyrazolo[1,5-a]pyrazin-4-yl)oxy)cyclobutan-1-amine trifluoroacetate